Cl.O=S1(C2=C(C(CC1)CN)C=CS2)=O (7,7-Dioxido-5,6-dihydro-4H-thieno[2,3-b]thiopyran-4-yl)methanamine hydrochloride